NC=1C=C(C=CC1)CO (3-aminophenyl)methanol